CN(C1CN(CC1)C=1C=C(C=NC1)C#CC=1C=C(C(=O)OC)C=CC1C)C methyl 3-[2-[5-[3-(dimethylamino)pyrrolidin-1-yl]-3-pyridyl]ethynyl]-4-methyl-benzoate